Cl.N1(CCCC1)CC(=O)O 2-(pyrrolidin-1-yl)acetic acid hydrochloride